3-[2-[(1R)-2-[(3R)-3-hydroxybutoxy]-1-methyl-ethoxy]-6-[(3R)-3-methoxypyrrolidin-1-yl]pyrimidin-4-yl]-1-tetrahydropyran-2-yl-indazol-5-ol O[C@@H](CCOC[C@H](OC1=NC(=CC(=N1)C1=NN(C2=CC=C(C=C12)O)C1OCCCC1)N1C[C@@H](CC1)OC)C)C